2-(piperidin-4-yl)-N-(6-(N-(thien-2-ylsulfonyl)thiophene-2-sulfonylamino)benzo[d]thiazol-2-yl)acetamide N1CCC(CC1)CC(=O)NC=1SC2=C(N1)C=CC(=C2)N(S(=O)(=O)C=2SC=CC2)S(=O)(=O)C=2SC=CC2